C(C)(C)N(C(\C=C/C1=CC=C(C=C1)OC)=O)CC1=CC=2N(C=C1)N=CC2C(=O)N (Z)-5-((N-isopropyl-3-(4-methoxyphenyl)acrylamido)methyl)pyrazolo[1,5-a]pyridine-3-carboxamide